(2R)-1-[4-[(R)-amino(5-fluoro-2-hydroxy-4-methylphenyl)methyl]piperidin-1-yl]-2,3-dihydroxypropan-1-one N[C@H](C1CCN(CC1)C([C@@H](CO)O)=O)C1=C(C=C(C(=C1)F)C)O